3-bromo-2,3-dihydrothiophene 1,1-dioxide BrC1CS(C=C1)(=O)=O